2-(2,6-dichloro-5-fluoropyridine-3-carbonyl)-3-[(propan-2-yl)amino]prop-2-enoate ClC1=NC(=C(C=C1C(=O)C(C(=O)[O-])=CNC(C)C)F)Cl